FC(N1N=C(C=C1)C1=NN=C(O1)C(=O)N1[C@@H](C2=C(CC1)NC=N2)C2=NN1C(C(=CC=C1)C)=C2)F (S)-(5-(1-(difluoromethyl)-1H-pyrazol-3-yl)-1,3,4-oxadiazol-2-yl)(4-(4-methylpyrazolo[1,5-a]pyridin-2-yl)-6,7-dihydro-1H-imidazo[4,5-c]pyridin-5(4H)-yl)methanone